C(C)(C)(C)OOC(C)(CCC(C)(C)OOC(C)(C)C)C 2,5-bis-(tert-butylperoxy)-2,5-dimethylhexane